ClC=1C(=C(C(=O)NC2=CC=C(C=C2)CC(=O)O)C=C(C1)Cl)O 4-[N-(3,5-dichloro-2-hydroxybenzoyl)]aminophenylacetic acid